7-(2-methyl-4-(6-(trifluoromethyl)quinazolin-2-yl)phenyl)-6,7-dihydro-1H-pyrazolo[3,4-f][1,4]oxaazepin-8(5H)-one CC1=C(C=CC(=C1)C1=NC2=CC=C(C=C2C=N1)C(F)(F)F)N1CCOC2=C(C1=O)NN=C2